BrC=1C(=C(C=CC1C)F)C 3-bromo-1-fluoro-2,4-dimethyl-benzene